(S)-4-(4,4-difluoro-1-((5-methoxy-7-methyl-1H-indol-4-yl)methyl)piperidin-2-yl)benzoic acid FC1(C[C@H](N(CC1)CC1=C2C=CNC2=C(C=C1OC)C)C1=CC=C(C(=O)O)C=C1)F